[Na+].C(CCCCCCCCCCC)S(=O)(=O)[O-] dodecyl-sulfonic acid sodium salt